NC1=NC=C(C2=C1C(=C(S2)C2=C(C=C(C=C2)NC(C(=C)C)=O)OC)C2=CC=C(C=C2)OC2=NC=CC(=N2)C)C(=O)N 4-amino-2-(4-methacrylamido-2-methoxyphenyl)-3-(4-((4-methylpyrimidin-2-yl)oxy)phenyl)thieno[3,2-c]pyridine-7-carboxamide